C(C=CCC)(=O)[O-] pent-enoate